N-(9-((2R,4S,5R)-5-((bis(4-methoxyphenyl)(phenyl)methoxy)methyl)-4-hydroxytetrahydrofuran-2-yl)-8-thioxo-8,9-dihydro-7H-purin-6-yl)benzamide COC1=CC=C(C=C1)C(OC[C@@H]1[C@H](C[C@@H](O1)N1C2=NC=NC(=C2NC1=S)NC(C1=CC=CC=C1)=O)O)(C1=CC=CC=C1)C1=CC=C(C=C1)OC